(R)-4-((1-(3-(difluoromethyl)-2-fluorophenyl)ethyl)amino)-6-(1-(fluoromethyl)cyclopropyl)-2-methyl-8-(2-oxa-6-azaspiro[3.3]heptan-6-yl)pyrido[4,3-d]pyrimidine-7(6H)-one FC(C=1C(=C(C=CC1)[C@@H](C)NC=1C=2C(N=C(N1)C)=C(C(N(C2)C2(CC2)CF)=O)N2CC1(COC1)C2)F)F